[Na+].C(CCC(=O)[O-])(=O)OCCCCCCCC.[Na+].C(CCCCCCC)OC(CCC(=O)[O-])=O sodium octyl succinate sodium